BrC1=NC2=C(C(=NC=C2)C)N1C1=C(C=C(C=C1C(C)C)C1=CC=CC=C1)C(C)C 2-bromo-3-(3,5-diisopropyl-[1,1'-biphenyl]-4-yl)-4-methyl-3H-imidazo[4,5-c]pyridine